10,20-dihydroxy-docosahexaenoic acid OC(C=CC=CC=CC=CC(=O)O)=CC=CCCCCCCC(CC)O